O1N=CC(=C1)C=1C=NN(C1)C1CC(C1)N1N=C2N(C1=O)[C@@H](CC2)C2=CC=CC=C2 (S)-2-((1R,3S)-3-(4-(isoxazol-4-yl)-1H-pyrazol-1-yl)cyclobutyl)-5-phenyl-2,5,6,7-tetrahydro-3H-pyrrolo[2,1-c][1,2,4]triazol-3-one